4-bromo-4'-(diphenylamino)biphenyl BrC1=CC=C(C=C1)C1=CC=C(C=C1)N(C1=CC=CC=C1)C1=CC=CC=C1